2-fluoro-N-(6-(2-methyl-5-(thiazol-2-yl)phenyl)benzo[d]thiazol-2-yl)cyclopropane-1-carboxamide FC1C(C1)C(=O)NC=1SC2=C(N1)C=CC(=C2)C2=C(C=CC(=C2)C=2SC=CN2)C